2-(1,4-dioxaspiro[4.5]decan-2-ylmethyl)guanidine hydroiodide I.O1C(COC12CCCCC2)CN=C(N)N